S(C12CC3CC(CC(C1)C3)C2)C23CC1CC(CC(C2)C1)C3 thiobisadamantane